[F-].[Li+].N1=C(C=NC=C1)NNC(C1=C(C=C(C=C1)/C(=C/C(C(F)(F)F)C1=CC(=C(C(=C1)Cl)Cl)Cl)/F)C(F)(F)F)=O (Z)-N'-(pyrazin-2-yl)-4-(1,4,4,4-tetrafluoro-3-(3,4,5-trichlorophenyl)but-1-en-1-yl)-2-(trifluoromethyl)benzoyl-hydrazine Lithium fluorid